C(#N)C[C@@H]1N(CCN(C1)C=1C2=C(N=C(N1)OC[C@H]1N(CCC1)C)N=C(C=C2)C2=CC=CC=1CCCCC21)C(=O)OC(C)(C)C tert-butyl (S)-2-(cyanomethyl)-4-(2-(((S)-1-methylpyrrolidin-2-yl)methoxy)-7-(5,6,7,8-tetrahydronaphthalen-1-yl)pyridino[2,3-d]pyrimidin-4-yl)piperazine-1-carboxylate